CN1N=CC(=C1)C1=C(NC2=C(C=CC=C12)[C@H](C)N1C(OC2(CC(C2)CN)C1)=O)C(=O)O 3-(1-methyl-1H-pyrazol-4-yl)-7-[(1S)-1-[(2r,4r)-2-(aminomethyl)-6-oxo-5-oxa-7-azaspiro[3.4]octan-7-yl]ethyl]-1H-indole-2-carboxylic acid